5-methyl-N-(thiazol-5-ylmethyl)-6-(3-(trifluoromethyl)-7,8-dihydro-1,6-naphthyridin-6(5H)-yl)nicotinamide CC=1C(=NC=C(C(=O)NCC2=CN=CS2)C1)N1CC=2C=C(C=NC2CC1)C(F)(F)F